C1(CC1)C=1N=C2N(C=C(C=C2)C2CCNCC2)C1N(C)C=1SC=C(N1)C1=CC=C(C=C1)F (2-Cyclopropyl-6-piperidin-4-yl-imidazo[1,2-a]pyridin-3-yl)-[4-(4-fluoro-phenyl)-thiazol-2-yl]-methyl-amine